4-((2'-(((1-(3,5-bis(trifluoromethyl)phenyl)-1-methoxypropan-2-yl)(methyl)amino)methyl)-6-Methoxy-4-methyl-4'-(trifluoromethyl)-[1,1'-biphenyl]-3-yl)oxy)butanoic acid FC(C=1C=C(C=C(C1)C(F)(F)F)C(C(C)N(C)CC1=C(C=CC(=C1)C(F)(F)F)C1=CC(=C(C=C1OC)C)OCCCC(=O)O)OC)(F)F